3-bromo-cyclohexane BrC1CCCCC1